CC1=NN(C=C1C1=C(C=2N(C=N1)N=C(N2)N)OCC(F)(F)F)COCC[Si](C)(C)C 7-(3-methyl-1-((2-(trimethylsilyl)ethoxy)methyl)-1H-pyrazol-4-yl)-8-(2,2,2-trifluoroethoxy)-[1,2,4]triazolo[1,5-c]pyrimidin-2-amine